C1=NC2=C(N1[C@H]3[C@@H]([C@@H]([C@H](O3)COP(=O)([O-])OP(=O)([O-])O[C@@H]4[C@@H]([C@H]([C@@H]([C@H](O4)CO)O)O)O)O)O)N=C(NC2=O)N The molecule is a GDP-D-glucose(2-) having alpha-configuration at the anomeric centre. It is a GDP-D-glucose(2-) and a ribonucleoside 5'-diphosphate-alpha-D-glucose(2-). It is a conjugate base of a GDP-alpha-D-glucose.